ClC1=C(C=CC=C1)C1=C(C=CC(=C1)OC(F)F)S(=O)(=O)N1[C@@H](C[C@@](CC1)(C(=O)N[C@H](C)\C=C\C(=O)N1CC(C1)(F)F)F)C (2R,4S)-1-((2'-chloro-5-(difluoromethoxy)-[1,1'-biphenyl]-2-yl)sulfonyl)-N-((R,E)-5-(3,3-difluoroazetidin-1-yl)-5-oxopent-3-en-2-yl)-4-fluoro-2-methylpiperidine-4-carboxamide